(7R,9aR)-7-[8-Amino-1-(4-{(1R)-1-hydroxy-1-[3-(trifluoromethyl)phenyl]ethyl}phenyl)imidazo[1,5-a]pyrazin-3-yl]tetrahydro-1H-[1,4]oxazino[3,4-c][1,4]oxazin-4(3H)-on NC=1C=2N(C=CN1)C(=NC2C2=CC=C(C=C2)[C@](C)(C2=CC(=CC=C2)C(F)(F)F)O)[C@H]2CN1[C@@H](CO2)COCC1=O